1-(4-(tert-butyl)phenyl)-3-chloroisoquinoline C(C)(C)(C)C1=CC=C(C=C1)C1=NC(=CC2=CC=CC=C12)Cl